methylene-bis(2-oxazoline) C(C=1OCCN1)C=1OCCN1